CS(=O)(=O)N1C(=CC=C1)B(O)O 1-(METHYLSULFONYL)-PYRROL-2-YLBORONIC ACID